C(CCCC)(=O)O[C@H]1CC[C@@H]2[C@@]1(CC[C@@H]1[C@]3(CCC=4N=C(SC4C3=CC[C@@H]21)NC2=NC=CC=C2)C)C (5aR,5bS,7aS,8S,10aS,10bR)-5a,7a-dimethyl-2-(pyridin-2-ylamino)-5,5a,5b,6,7,7a,8,9,10,10a,10b,11-dodecahydro-4H-cyclopenta[7,8]phenanthro[2,1-d]thiazol-8-yl pentanoate